CC1=CC=C(N[N+]#N)C=C1 p-methylanilinediazonium